F[C@@H]1C[C@@]2(CC(CN2C1)O)C(=O)OC methyl (2R,7aS)-2-fluoro-6-hydroxytetrahydro-1H-pyrrolizine-7a(5H)-carboxylate